5-methyl-1-(3-pyridyl)-1H-pyrrole-2-carbaldehyde CC1=CC=C(N1C=1C=NC=CC1)C=O